9,9-dimethoxynonyltrimethylphenyl-phosphonium chloride [Cl-].COC(CCCCCCCCC1=C(C=CC=C1)[P+](C)(C)C)OC